CC1(COC1)CN1N=CC2=CC=C(C=C12)CO 1-((3-methyloxetan-3-yl)methyl)-1H-indazole-6-methanol